ClC=1C=C(C2=C(NC(=N2)C(=O)N2CC=3N(CC2C)C(=NC3)C(F)(F)F)C1C)F (6-Chloro-4-fluoro-7-methyl-1H-benzo[d]imidazol-2-yl)(6-methyl-3-(trifluoromethyl)-5,6-dihydroimidazo[1,5-a]pyrazin-7(8H)-yl)methanone